(2S,6R)-N-[(1S)-1-cyano-2-[4-(3-methyl-2-oxo-1,3-benzoxazol-5-yl)phenyl]ethyl]-6-methoxy-4-methyl-1,4-oxazepane-2-carboxamide C(#N)[C@H](CC1=CC=C(C=C1)C=1C=CC2=C(N(C(O2)=O)C)C1)NC(=O)[C@H]1OC[C@@H](CN(C1)C)OC